COCC1=NN(C(=C1)C(=O)OCC)CCOCCOCCOCC#C 2-Ethyl 3-(methoxymethyl)-1-(2-(2-(2-(prop-2-yn-1-yloxy)ethoxy)ethoxy)ethyl)-1H-pyrazole-5-carboxylate